(R)-N-(1-(1H-indol-3-yl)propan-2-yl)-3-((tert-butyldiphenylsilyl)oxy)-2,2-Difluoropropane-1-amine N1C=C(C2=CC=CC=C12)C[C@@H](C)NCC(CO[Si](C1=CC=CC=C1)(C1=CC=CC=C1)C(C)(C)C)(F)F